potassium 4-chloro-3,5-dinitrobenzenesulfonate ClC1=C(C=C(C=C1[N+](=O)[O-])S(=O)(=O)[O-])[N+](=O)[O-].[K+]